(S)-2-((((9H-fluoren-9-yl)methoxy)carbonyl)amino)-3-(3'-methoxy-[1,1'-biphenyl]-3-yl)propanoic acid C1=CC=CC=2C3=CC=CC=C3C(C12)COC(=O)N[C@H](C(=O)O)CC=1C=C(C=CC1)C1=CC(=CC=C1)OC